4-(4-(2-hydroxypropan-2-yl)benzyl)-1-(2-(pyrimidin-4-yl)nicotinoyl)piperidine-4-carbonitrile OC(C)(C)C1=CC=C(CC2(CCN(CC2)C(C2=C(N=CC=C2)C2=NC=NC=C2)=O)C#N)C=C1